N-((5-bromo-4-methylpyridin-2-yl)methyl)-1-methyl-1H-pyrazol-4-amine BrC=1C(=CC(=NC1)CNC=1C=NN(C1)C)C